O1CCOC=C1 2,3-dihydro-1,4-dioxin